ClC1=C2CCN(C2=CC=C1)C1=NC=CC=C1 4-chloro-N-pyridylindoline